2-amino-1H-pyrrolo[3,2-c]pyridine NC1=CC=2C=NC=CC2N1